C1(=CC=CC=C1)C(C=C)=CCC 3-Phenyl-hexadien